C1(CCCC1)C(C(=O)O)C1=CC=C(C=C1)OCC1=NC2=CC=CC=C2C=C1 2-cyclopentyl-2-[4-(quinolin-2-yl-methoxy)phenyl]acetic acid